ClC=1C(=NC(=NC1)NC1=CC=C(C=C1)N1CCOCC1)NC1=C(C#N)C(=CC=C1)OCC1=C(C=CC=C1)F 2-((5-chloro-2-((4-morpholinophenyl)amino)pyrimidin-4-yl)amino)-6-((2-fluorobenzyl)oxy)benzonitrile